ClC1=CC2=C(N=C(O2)S(=O)CC2=CC=C(C=C2)F)C=C1 6-chloro-2-((4-fluorobenzyl)sulfinyl)benzo[d]oxazole